Cl.OC1=C(N(C=CC1=O)C1=CC=C(C=C1)NCCN1CCN(CC1)C)C 3-hydroxy-2-methyl-1-(4-((2-(4-methylpiperazin-1-yl)ethyl)amino)phenyl)pyridin-4(1H)-one hydrochloride